amino-5-oxopentanoic acid 2,5-dioxopyrrolidin-1-yl ester O=C1N(C(CC1)=O)OC(C(CCC=O)N)=O